4-[[2-[4-[4-[4-(3-aminopropylamino)-2-oxo-pyrrolidin-1-yl]phenyl]sulfonylpiperazin-1-yl]-6-chloro-4-pyridinyl]-difluoro-methyl]-N-methyl-benzamide NCCCNC1CC(N(C1)C1=CC=C(C=C1)S(=O)(=O)N1CCN(CC1)C1=NC(=CC(=C1)C(C1=CC=C(C(=O)NC)C=C1)(F)F)Cl)=O